COC=1C=C2C[C@@H](OCC2=C(C1OC)OC)C (S)-6,7,8-trimethoxy-3-methylisochroman